2-(2-furyl)-1-(2-p-tolylethynyl)-1H-benzimidazole O1C(=CC=C1)C1=NC2=C(N1C#CC1=CC=C(C=C1)C)C=CC=C2